FC(S(=O)(=O)OC=1C=2N(C3=C(C=C(C=C3N1)Cl)Cl)C=CN2)(F)F 7,9-dichloroimidazo[1,2-a]quinoxaline-4-yl trifluoromethanesulfonate